O(P([O-])(=O)OP(=O)([O-])[O-])C\C=C(/C)\CCC(=C(C)C)C 6-methylgeranyl diphosphate